2-Methyl-5-((1-methylazetidin-2-yl)methoxy)-N-(1-(7-(trifluoromethyl)quinolin-5-yl)cyclopropyl)benzamide CC1=C(C(=O)NC2(CC2)C2=C3C=CC=NC3=CC(=C2)C(F)(F)F)C=C(C=C1)OCC1N(CC1)C